S1C(=NC2=C1C=CC=C2)OC2=CC=C(C=C2)CCN(CCC)CC2CC2 3-({2-[4-(Benzothiazol-2-yloxy)-phenyl]-ethyl}-cyclopropylmethyl-amino)-propan